(R)-N-(4-(3-((6-fluoroquinazolin-2-yl)amino)pyrrolidine-1-carbonyl)phenyl)propionamide FC=1C=C2C=NC(=NC2=CC1)N[C@H]1CN(CC1)C(=O)C1=CC=C(C=C1)NC(CC)=O